ClC1=CC(=C(OCC=2C=NC=C(C#N)C2)C=C1OCC=1C(=C(C=CC1)C1=C(C(=CC=C1)C=1C=CN2C(C(=CC=C2C1)C=O)=O)C)C)C=O 5-((4-chloro-2-formyl-5-((3'-(3-formyl-4-oxo-4H-quinolizin-8-yl)-2,2'-dimethyl-[1,1'-biphenyl]-3-yl)methoxy)phenoxy)methyl)nicotinonitrile